(1-(4-cyclopropyl-2-ethyl-5-(5-methoxy-4H-1,2,4-triazol-3-yl)benzoyl)piperidin-4-yl)benzonitrile C1(CC1)C1=CC(=C(C(=O)N2CCC(CC2)C2=C(C#N)C=CC=C2)C=C1C1=NN=C(N1)OC)CC